C(C)OC(=O)C=1C(N(C(NC1)=O)C1=CC=CC=C1)=O 2,4-dioxo-3-phenyl-1,2,3,4-tetrahydropyrimidine-5-carboxylic acid ethyl ester